1H-benzo[1,2,3]triazole-1-yl trifluoromethyl-sulfinate tert-Butyl-4-[4-(5-hydroxy-3-methyl-imidazo[1,2-a]pyridin-7-yl)-5-methyl-triazol-1-yl]piperidine-1-carboxylate C(C)(C)(C)OC(=O)N1CCC(CC1)N1N=NC(=C1C)C1=CC=2N(C(=C1)O)C(=CN2)C.FC(F)(F)S(=O)ON2N=NC1=C2C=CC=C1